tert-butyl-(R)-1-(tert-butyl)-3-(pyrrolidin-3-yl)urea C(C)(C)(C)N(C(=O)N[C@H]1CNCC1)C(C)(C)C